2,2-difluoro-3-(1-methyl-1H-indol-3-yl)-1-phenyl-3-(3,4,5-trimethoxyphenyl)propan-1-one FC(C(=O)C1=CC=CC=C1)(C(C1=CC(=C(C(=C1)OC)OC)OC)C1=CN(C2=CC=CC=C12)C)F